2-(4-methylnaphthalen-1-yl)-5-[1-(benzenesulfonyl)-1H-pyrrolo[2,3-b]pyridin-4-yl]-1H-pyrrole-3-carboxylic acid methyl ester COC(=O)C1=C(NC(=C1)C1=C2C(=NC=C1)N(C=C2)S(=O)(=O)C2=CC=CC=C2)C2=CC=C(C1=CC=CC=C21)C